CN1CCN(CC1)CCC1(NC(=NC(=N1)NCC=1C=NC=CC1)N1CCCCC1)N 2-(2-(4-methylpiperazin-1-yl)ethyl)-6-(piperidin-1-yl)-N4-(pyridin-3-ylmethyl)-1,3,5-triazine-2,4-diamine